COCCOC1=CC=2N(C=C1)C=CN2 7-(2-methoxyethoxy)imidazo[1,2-a]Pyridine